OB1OC(C2=C1C=CC=C2)C(=O)N[C@H](C(=O)O)CNC(=O)C2C1=C(B(O2)O)C=CC=C1 (2S)-2,3-bis(1-hydroxy-1,3-dihydrobenzo[c][1,2]oxaborole-3-carboxamido)propanoic acid